benzyl (4-(6-amino-8-oxo-7,8-dihydropurin-9-yl)bicyclo[2.2.1]heptan-1-yl)carbamate NC1=C2NC(N(C2=NC=N1)C12CCC(CC1)(C2)NC(OCC2=CC=CC=C2)=O)=O